ClC(C)(CC(C=C)(C)C)C 2-chloro-2,4,4-trimethylhexene